4-[4-(2,2-difluoro-benzo[1,3]dioxol-4-yl)-2-fluoro-phenylsulfanyl]-butyric acid FC1(OC2=C(O1)C=CC=C2C2=CC(=C(C=C2)SCCCC(=O)O)F)F